OC(CCC=C(CCCC(C(=O)O)C)C)(C=C)C 10-Hydroxy-2,6,10-trimethyldodeca-6,11-dienoic acid